((5-isobutyl-4'-((2-(thiazol-2-yl)-1H-imidazol-1-yl)methyl)-[1,1'-biphenyl]-2-yl)sulfonyl)carbamic acid butyl ester C(CCC)OC(NS(=O)(=O)C1=C(C=C(C=C1)CC(C)C)C1=CC=C(C=C1)CN1C(=NC=C1)C=1SC=CN1)=O